4-azido-3-trifluoromethylbenzyl alcohol N(=[N+]=[N-])C1=C(C=C(CO)C=C1)C(F)(F)F